ClC1=NC=CC(=C1)C1=NC(=C(C=C1)OC[C@](CC(C)C)(N)C)C(F)F (S)-1-((2'-chloro-6-(difluoromethyl)-[2,4'-bipyridin]-5-yl)oxy)-2,4-dimethylpentan-2-amine